(azidomethyl)methane N(=[N+]=[N-])CC